5-methoxyaminomethyl-2-thio-uridine CONCC=1C(NC(N([C@H]2[C@H](O)[C@H](O)[C@@H](CO)O2)C1)=S)=O